COC(C1=C(C(=CC=C1OC)C1CN(CC1)C1=CC(=C(C=C1)Cl)Cl)F)=O 3-(1-(3,4-dichlorophenyl)pyrrolidin-3-yl)-2-fluoro-6-methoxybenzoic acid methyl ester